1-Hydroxy-4-methyl-6-(2,4,4-trimethylpentyl)-2(1H)-pyridone hydroxylammonium salt O[NH3+].ON1C(C=C(C=C1CC(CC(C)(C)C)C)C)=O